C(C)(C)(C)OC(=O)N(C(OC(C)(C)C)=O)C1=NC=C(C=C1)C tert-Butyl N-[(tert-butoxy)carbonyl]-N-(5-methylpyridin-2-yl)carbamate